1-N-(4-fluorophenyl)-1-N'-[2,3,5-trifluoro-4-[6-methyl-7-(methylcarbamoyl)quinolin-4-yl]oxyphenyl]cyclopropane-1,1-dicarboxamide FC1=CC=C(C=C1)NC(=O)C1(CC1)C(=O)NC1=C(C(=C(C(=C1)F)OC1=CC=NC2=CC(=C(C=C12)C)C(NC)=O)F)F